tert-Butyl 2-(4-(((tert-butoxycarbonyl)(methyl)amino)methyl)phenylthiocarbonyl)hydrazine-1-carboxylate C(C)(C)(C)OC(=O)N(C)CC1=CC=C(C=C1)C(=S)NNC(=O)OC(C)(C)C